methyl 2-((2-(6-((4-cyano-2-fluorobenzyl)oxy)pyridin-2-yl)-1,2,3,3a,4,6a-hexahydrocyclopenta[c]pyrrol-5-yl)methyl)-1-(((S)-oxetan-2-yl)methyl)-1H-benzo[d]imidazole-6-carboxylate C(#N)C1=CC(=C(COC2=CC=CC(=N2)N2CC3C(C2)CC(=C3)CC3=NC2=C(N3C[C@H]3OCC3)C=C(C=C2)C(=O)OC)C=C1)F